C(CCCCCCC\C=C/CCCCCCCC(=O)O)(=O)O (Z)-octadeca-9-enedioic acid